(5Z,9E)-farnesylacetone C(C=C(C)CCC=C(C)CCC=C(C)C)CC(C)=O